FC=1C=C(C=CC1CN1CCOCC1)C=1C=CC=C2C=NC(=NC12)NC1=CC(=CC=C1)N1CCN(CC1)C 8-(3-fluoro-4-(morpholinomethyl)phenyl)-N-(3-(4-methylpiperazin-1-yl)phenyl)quinazolin-2-amine